NC[C@H](C(=O)NC=1C=C2C=CN=CC2=CC1)C1=CC=C(C=C1)Cl (R)-3-amino-2-(4-chlorophenyl)-N-(isoquinolin-6-yl)propanamide